OC1[C@@H](N)[C@H](O)[C@@H](O)[C@@H](O1)CO L-GLUCOSAMINE